N1-(4-(1,2,4,5-tetrazin-3-yl)benzyl)-N31-(2-(dimethylamino)ethyl)-4,7,10,13,16,19,22,25,28-nonaoxahentriacontanediamide N1=NC(=NN=C1)C1=CC=C(CNC(CCOCCOCCOCCOCCOCCOCCOCCOCCOCCC(=O)NCCN(C)C)=O)C=C1